CC1=C(C=CC=C1C)/C=C/C(=O)NN1C(=C(C(C=C1)=C=O)O)C (trans)-3-(2,3-dimethylphenyl)-N-(3-hydroxy-2-methyl-4-carbonyl-pyridine-1(4H)-yl)acrylamide